CC1(CCC2=CC(=CC=C12)C=C(C=CC=O)C)C 5-(1,1-dimethyl-2,3-dihydro-1H-inden-5-yl)-4-methylpenta-2,4-dienal